(3-chloro-2,4-difluorophenyl)methylamine ClC=1C(=C(C=CC1F)CN)F